5-(Azetidin-2-ylmethoxy)-N-(1-(7-(2,5-dimethylfuran-3-yl)quinolin-5-yl)cyclopropyl)-2-methylbenzamide N1C(CC1)COC=1C=CC(=C(C(=O)NC2(CC2)C2=C3C=CC=NC3=CC(=C2)C2=C(OC(=C2)C)C)C1)C